1-(6-(METHOXY)PYRIDAZIN-3-YL)CYCLOPROPAN-1-CARBOXAMID COC1=CC=C(N=N1)C1(CC1)C(=O)N